C(C)(C)(CCC)OOC(C(=O)[O-])(CC)CC t-hexylperoxy-2-ethylbutanoate